ClC=1C=C(C=CC1C(=O)N1CCN(CC1)C(=O)C1CCNCC1)NC(=O)C=1N(C(=CN1)C=1C(=NN(C1)C=1N=CN(C1)CCOC)C(F)(F)F)C N-[3-chloro-4-[4-(piperidine-4-carbonyl)piperazine-1-carbonyl]phenyl]-5-[1-[1-(2-methoxyethyl)imidazol-4-yl]-3-(trifluoromethyl)pyrazol-4-yl]-1-methylimidazole-2-carboxamide